N,N-dipentylacetamide C(CCCC)N(C(C)=O)CCCCC